CC1=CC=C(O1)CCC(=O)O 3-(5-methylfuran-2-yl)propionic acid